C(C)OC(C(CC)OC1=CC2=CC=C(C=C2C=C1)B1OC(C(O1)(C)C)(C)C)=O 6-(4,4,5,5-tetramethyl-[1,3,2]dioxaborolan-2-yl)-naphthalen-2-yloxyl-butyric acid ethyl ester